tributyl-(methyl)phosphine dimethyl-phosphate zinc bis(diethyl-phosphinate) C(C)P([O-])(=O)CC.C(C)P([O-])(=O)CC.[Zn+2].COP(=O)(OC)O.C(CCC)P(C)(CCCC)CCCC